FC=1C=C(C=C(C1)F)C1CC=NN1 5-(3,5-difluorophenyl)-4,5-dihydro-1H-pyrazole